NC1=NC=CC2=C1N(C(N2[C@H](CCC(=O)O)CNCC=C)=O)C2=CC=C(C=C2)OC2=CC=CC=C2 (4R)-4-[4-amino-2-oxo-3-(4-phenoxyphenyl)imidazo[4,5-c]Pyridin-1-yl]-5-(prop-2-enylamino)pentanoic acid